N-((3R,4S)-3-((6-(2,6-dichloro-3,5-dimethoxyphenyl)-7-methyl-8-oxo-7,8-dihydropyrido[3,4-d]pyrimidin-2-yl)amino)piperidin-4-yl)acrylamide ClC1=C(C(=C(C=C1OC)OC)Cl)C1=CC2=C(N=C(N=C2)N[C@@H]2CNCC[C@@H]2NC(C=C)=O)C(N1C)=O